tritauryltrithio phosphite P1(OS(SSO1)(S(=O)(=O)CCN)(S(=O)(=O)CCN)S(=O)(=O)CCN)[O-]